NC=1C2=C(N=CN1)N(C(=C2C2=CC=C(C=C2)OC2=CC=CC=C2)C#CC2CN(C2)C2CCN(CCC2)C(C=C)=O)C 1-(4-(3-((4-amino-7-methyl-5-(4-phenoxyphenyl)-7H-pyrrolo[2,3-d]pyrimidin-6-yl)ethynyl)azetidin-1-yl)azepan-1-yl)prop-2-en-1-one